(Z)-6-hydroxy-2-(2,3,4-trihydroxybenzylidene)benzofuran-3(2H)-one OC1=CC2=C(C(/C(/O2)=C/C2=C(C(=C(C=C2)O)O)O)=O)C=C1